C1=CC=CC=2C3=CC=CC=C3C(C12)COC(N)=O Carbamic acid 9H-Fluorene-9-ylmethyl ester